N-(2,3-dihydro-1H-inden-2-yl)-5-(5-(3-ethynyl-3-fluoroazetidin-1-yl)-1,3,4-oxadiazol-2-yl)pyrimidin-2-amine C1C(CC2=CC=CC=C12)NC1=NC=C(C=N1)C=1OC(=NN1)N1CC(C1)(F)C#C